(S)-5-(6-(3-methoxytetrahydrofuran-3-yl)-4-methylpyridin-2-yl)-7-methylpyrrolo[1,2-c]pyrimidin-3-amine CO[C@]1(COCC1)C1=CC(=CC(=N1)C=1C=C(N2C=NC(=CC21)N)C)C